2-(4-fluorophenyl)-N-[5-[[6-[4-(oxetan-3-yl)piperazin-1-yl]-1,7-naphthyridin-4-yl]oxy]-2-pyridyl]-3-oxo-pyridazine-4-carboxamide FC1=CC=C(C=C1)N1N=CC=C(C1=O)C(=O)NC1=NC=C(C=C1)OC1=CC=NC2=CN=C(C=C12)N1CCN(CC1)C1COC1